ethyl (R)-5-(4-chloro-3-(trifluoromethyl)benzoyl)-6-methyl-4,5,6,7-tetrahydro-2H-pyrazolo[4,3-c]pyridine-3-carboxylate ClC1=C(C=C(C(=O)N2CC=3C(C[C@H]2C)=NNC3C(=O)OCC)C=C1)C(F)(F)F